6-bromo-N-(3-cyanophenyl)-2-isopropyl-3-oxoisoindoline-4-sulfonamide BrC=1C=C(C=2C(N(CC2C1)C(C)C)=O)S(=O)(=O)NC1=CC(=CC=C1)C#N